methyl-phenyl-dimethoxysilane C[Si](OC)(OC)C1=CC=CC=C1